O1CCN(CC1)OP(=O)(ON1CCOCC1)Cl dimorpholinophosphono chloride